C(C)OC(CC(CC1=CSC=C1)=O)=O 3-oxo-4-(thien-3-yl)butanoic acid ethyl ester